C(C1=CC=CC=C1)(C1=CC=CC=C1)N1CC(C1)N1CC2=CC=C(C=C2CC1)N1CCCC1 2-(1-benzhydryl-azetidin-3-yl)-6-(pyrrolidin-1-yl)-1,2,3,4-tetrahydroisoquinoline